N1(NCCC1)C(C=C)=O 1-(pyrazolidin-1-yl)prop-2-en-1-one